(+-)-6-Heptyltetrahydro-2H-pyran-2-one C(CCCCCC)[C@@H]1CCCC(O1)=O |r|